3-(3-(piperidin-4-yloxy)phenyl)-5-(1H-tetrazol-5-yl)benzo[c]isoxazole HCl salt Cl.N1CCC(CC1)OC=1C=C(C=CC1)C1=C2C(=NO1)C=CC(=C2)C2=NN=NN2